ClCCCN[C@@H](CC1=CC=CC=C1)C(=O)O N-(3-chloropropyl)-L-phenylalanine